7-((6-(4-(dimethylamino)piperidin-1-yl)-5-methylpyridin-3-yl)methyl)-2-(pentan-3-yloxy)imidazo[2,1-f][1,2,4]triazin-4-amine CN(C1CCN(CC1)C1=C(C=C(C=N1)CC1=CN=C2C(=NC(=NN21)OC(CC)CC)N)C)C